racemic-7,8-dichloro-5-methyl-10-(2-methyl-2H-1,2,3-triazol-4-yl)-3,4,5,6-tetrahydroazepino[4,5-b]indol-2(1H)-one ClC1=C(C=C(C=2C3=C(NC12)[C@@H](CNC(C3)=O)C)C3=NN(N=C3)C)Cl |r|